C(CCCCCCC\C=C/CCCCCCCC)(=O)OCCOCCOCCOC(CCCCCCC\C=C/CCCCCCCC)=O Triethylene glycol dioleate